C(C)(C)(C)OC(=O)N1C[C@H](NC(C1)=O)CO[Si](C)(C)C(C)(C)C (S)-3-(((tert-butyldimethylsilyl)oxy)methyl)-5-oxopiperazine-1-carboxylic acid tert-butyl ester